NC1=NC(=NN1)CCCCCCCCC1=NNC(=N1)N 3,3'-octamethylenebis(5-amino-1H-1,2,4-triazole)